ClC=1C(=CC(=C(C1)CN[C@H](C(=O)O)CO)OC)O[C@H]1CCC2=C(C=CC=C12)C1=CC=CC=C1 (2S)-2-[[5-chloro-2-methoxy-4-[(1S)-4-phenylindan-1-yl]oxy-phenyl]methylamino]-3-hydroxy-propionic acid